2-Ethylbutyric acid [(2R)-3-(3-ethyl-4-oxo-spiro[6,8-dihydro-5H-pyrazolo[4,3-c]azepin-7,4'-tetrahydropyran]-1-yl)-2-methyl-propyl] ester C(C)C1=NN(C2=C1C(NCC1(CCOCC1)C2)=O)C[C@H](COC(C(CC)CC)=O)C